(E)-3-chloro-6-hydroxy-5-((2E,4E)-5-((1R,2R,3R,6R)-3-hydroxy-1,2,3,6-tetramethylcyclohexyl)-3-methylpenta-2,4-dien-1-yl)-4-methoxy-2-methylbenzaldehyde O-methyloxime CO\N=C\C1=C(C(=C(C(=C1O)C\C=C(\C=C\[C@@]1([C@H]([C@](CC[C@H]1C)(C)O)C)C)/C)OC)Cl)C